(4-methylphenyl)aniline ((3-hydroxypropyl)azanediyl)bis(heptane-7,1-diyl) (2E,2'E)-bis(3-pentylnon-2-enoate) C(CCCC)\C(=C/C(=O)OCCCCCCCN(CCCCCCCOC(C=C(CCCCCC)CCCCC)=O)CCCO)\CCCCCC.CC1=CC=C(C=C1)NC1=CC=CC=C1